(2-((2R,4S)-2-(((S)-1-((4-carbamimidoylbenzyl)amino)-1-oxopropan-2-yl)carbamoyl)-4-phenylpiperidin-1-yl)ethyl)phosphonic acid di-trifluoroacetate FC(C(=O)O)(F)F.FC(C(=O)O)(F)F.C(N)(=N)C1=CC=C(CNC([C@H](C)NC(=O)[C@@H]2N(CC[C@@H](C2)C2=CC=CC=C2)CCP(O)(O)=O)=O)C=C1